FC=1C(=NC=C(C1)OCS(=O)(=O)C)N1C(N(C=2C=NC=3C=C(C(=CC3C21)C=2C=NN(C2)C)OC)C)=O 1-(3-Fluoro-5-methylsulfonylmethoxypyridin-2-yl)-7-methoxy-3-methyl-8-(1-methyl-1H-pyrazol-4-yl)-1,3-dihydroimidazo[4,5-c]-quinolin-2-one